CC/C=C\\C[C@H]1[C@@H](CCC1=O)CC(=O)[O-] The molecule is a jasmonate anion resulting from the removal of a proton from the carboxy group of (+)-jasmonic acid; major species at pH 7.3. It is a conjugate base of a (+)-jasmonic acid.